N1=CC(=CC=2CNCCC12)N1C2=C(OCC1)N=CC=C2 1-(5,6,7,8-Tetrahydro-1,6-naphthyridin-3-yl)-2,3-dihydropyrido[2,3-b][1,4]oxazine